4-bromo-2,6-difluoro-N-benzoyl-hydrazine BrC1=CC=C(C(=O)NNF)C(=C1)F